NC(CNC(=O)C1=CC=C(C=C1)C=1C(=CC2=CN(N=C2C1)CCC(C)(C)O)NC(=O)C=1N=C(SC1)C1=CC=CC=C1)=O N-(6-(4-((2-amino-2-oxoethyl)carbamoyl)phenyl)-2-(3-hydroxy-3-methylbutyl)-2H-indazol-5-yl)-2-phenylthiazole-4-carboxamide